1-(4-(3-oxocyclobutyl)phenyl)-3-((2-(trimethylsilyl)ethoxy)methyl)dihydropyrimidine-2,4(1H,3H)-dione O=C1CC(C1)C1=CC=C(C=C1)N1C(N(C(CC1)=O)COCC[Si](C)(C)C)=O